C12(CC(C1)(C2)COCCO)COCCO 2,2'-((bicyclo[1.1.1]pentane-1,3-diylbis(methylene))bis(oxy))bis(ethan-1-ol)